N1=NN=CC=C1 triazaine